4-methyl-5-[3-methyl-7-[[5-[(3S)-3-methylmorpholin-4-yl]pyridin-2-yl]amino]imidazo[4,5-b]pyridin-5-yl]oxy-pyridine-2-carbonitrile CC1=CC(=NC=C1OC1=CC(=C2C(=N1)N(C=N2)C)NC2=NC=C(C=C2)N2[C@H](COCC2)C)C#N